NC=1C=C(C=C2C=C(N=CC12)NC(=O)[C@H]1[C@@H](C1)C#N)C=1C=NC(=CC1CC)OC(F)F |r| (±)-trans-N-[8-amino-6-[6-(difluoromethoxy)-4-ethyl-3-pyridyl]-3-isoquinolyl]-2-cyano-cyclopropanecarboxamide